tert-butyl (5,8-dihydro-6H-pyrano[3,4-b]pyridin-5-yl)(methyl)carbamate N1=C2C(=CC=C1)C(COC2)N(C(OC(C)(C)C)=O)C